5-Amino-3-(4-bromophenyl)-1-(4-hydroxy-4-methyl-cyclohexyl)pyrazole-4-carbonitrile NC1=C(C(=NN1C1CCC(CC1)(C)O)C1=CC=C(C=C1)Br)C#N